C1(CCC1)C1=NC(=NO1)C1(CCN(CC1)C(=O)N[C@H]1C(CCC[C@@H]1N1CCN(CC1)C(C)C)(F)F)C 4-(5-cyclobutyl-1,2,4-oxadiazol-3-yl)-N-{(1R,6S)-2,2-difluoro-6-[4-(propan-2-yl)piperazin-1-yl]cyclohexyl}-4-methylpiperidine-1-carboxamide